2-(3-bromopropyl)-9-(4-(tert-butyl)phenyl)-1H-xantheno[2,1,9-def]isoquinoline-1,3(2H)-dione BrCCCN1C(C2=CC=C3C=4C2=C(C1=O)C=CC4OC4=CC=C(C=C43)C4=CC=C(C=C4)C(C)(C)C)=O